FC=1C=C2CCN(CC2=CC1)C1=CC(=C(C(=C1)C)NC(CC(C)(C)C)=O)C N-(4-(6-Fluoro-3,4-dihydroisochinolin-2(1H)-yl)-2,6-dimethylphenyl)-3,3-dimethylbutanamid